1,1-bis(3-cyclohexyl-4-cyanatophenyl)cyclohexane C1(CCCCC1)C=1C=C(C=CC1OC#N)C1(CCCCC1)C1=CC(=C(C=C1)OC#N)C1CCCCC1